tert-butyl N-[1-[7-[(8-chloro-6-methyl-imidazo[1,2-a]pyrazin-2-yl)carbamoyl]-6-fluoro-2-methyl-indazol-4-yl]-4-piperidyl]-N-ethyl-carbamate ClC=1C=2N(C=C(N1)C)C=C(N2)NC(=O)C2=C(C=C(C1=CN(N=C21)C)N2CCC(CC2)N(C(OC(C)(C)C)=O)CC)F